N-(2,6-dioxopiperidin-3-yl)-5-(4-((1-(5-methoxy-2-(1-methyl-1H-pyrazol-4-yl)-4-nitrophenyl)piperidin-4-yl)methyl)piperazin-1-yl)picolinamide O=C1NC(CCC1NC(C1=NC=C(C=C1)N1CCN(CC1)CC1CCN(CC1)C1=C(C=C(C(=C1)OC)[N+](=O)[O-])C=1C=NN(C1)C)=O)=O